([4-[(2,3-dichloro-6-hydroxyphenyl)(hydroxy)methyl]pyridin-2-yl]methyl)acetamide ClC1=C(C(=CC=C1Cl)O)C(C1=CC(=NC=C1)CCC(=O)N)O